N-t-butyl-N'-tetradecylamino-propionamidine C(C)(C)(C)NC(CC)=NNCCCCCCCCCCCCCC